N-iso-Butyl-2-methoxy-6-(pyrimidin-5-yl)-1H-benzo[d]imidazole-1-carboxamide C(C(C)C)NC(=O)N1C(=NC2=C1C=C(C=C2)C=2C=NC=NC2)OC